5-((4-(benzyloxy)-2-nitrophenyl)amino)-1,3-dihydro-2H-benzo[d]imidazol-2-one C(C1=CC=CC=C1)OC1=CC(=C(C=C1)NC1=CC2=C(NC(N2)=O)C=C1)[N+](=O)[O-]